3-(3-(4-((4-(2-(N-methylmethylsulfonamido)benzamido)phenyl)sulfonyl)piperazin-1-yl)phenyl)propanoic acid CN(S(=O)(=O)C)C1=C(C(=O)NC2=CC=C(C=C2)S(=O)(=O)N2CCN(CC2)C=2C=C(C=CC2)CCC(=O)O)C=CC=C1